4-Cyanomethoxyphenylboronic acid C(#N)COC1=CC=C(C=C1)B(O)O